1-ethyl-6,8-difluoro-7-(3-methyl-4-acetylpiperazin-1-yl)-3-(3,4,5-trimethoxycinnamoyl)-quinolin-4(1H)-one C(C)N1C=C(C(C2=CC(=C(C(=C12)F)N1CC(N(CC1)C(C)=O)C)F)=O)C(C=CC1=CC(=C(C(=C1)OC)OC)OC)=O